(S)-8-(2-amino-6-((R)-1-(5-chloro-4'-sulfamoyl-[1,1'-biphenyl]-2-yl)-2,2,2-trifluoroethoxy)pyrimidin-4-yl)-2,8-diazaspiro[4.5]decane-3-carboxylic acid NC1=NC(=CC(=N1)N1CCC2(C[C@H](NC2)C(=O)O)CC1)O[C@@H](C(F)(F)F)C1=C(C=C(C=C1)Cl)C1=CC=C(C=C1)S(N)(=O)=O